2,5-dioxopyrrolidin-1-yl 3,3'-(1,3-phenylene)dipropionate C1(=CC(=CC=C1)CCC(=O)[O-])CCC(=O)ON1C(CCC1=O)=O